6-(1-(3,3-difluoropyrrolidin-1-yl)ethyl)nicotinonitrile FC1(CN(CC1)C(C)C1=NC=C(C#N)C=C1)F